C(#N)C=1C=C(C=C(C1)F)N1N=NC(=C1)CN1C(O[C@]2(C1)C[C@H](CCC2)CN2C=NC1=C2C=C(C=C1)C#N)=O 1-[((5s,7s)-3-{[1-(3-cyano-5-fluorophenyl)-1H-1,2,3-triazol-4-yl]methyl}-2-oxo-1-oxa-3-azaspiro[4.5]decan-7-yl)methyl]-1H-benzimidazole-6-carbonitrile